[(3E,4R)-3-ethylidene-1-propylpiperidin-4-yl](1H-indol-2-yl)methanone C(/C)=C/1\CN(CC[C@H]1C(=O)C=1NC2=CC=CC=C2C1)CCC